2-amino-4-tetrahydropyrrolyl-1,3,5-triazine NC1=NC=NC(=N1)C1NCCC1